BrCC(=O)N racemic-2-bromo-acetamide